COC1=C(C=C(C=C1)C(=O)NCCCl)OC n-(2-chloroethyl)-3,4-dimethoxybenzamide